5-(benzoyloxy)-4-(3-bromophenyl)-1-(3-chlorophenyl)-3-(trifluoromethyl)-4,5-dihydro-1H-pyrazolo[4,3-f][1,4]oxazepin C(C1=CC=CC=C1)(=O)ON1C=COC2=C(C1C1=CC(=CC=C1)Br)C(=NN2C2=CC(=CC=C2)Cl)C(F)(F)F